The molecule is a benzoisoquinoline that is 1H-benzo[de]isoquinoline-1,3(2H)-dione in which the hydrogen attached to the nitrogen has been replaced by a 3-[(2-carboxyphenyl)thio]propyl group. It is a selective LPA2 receptor non-lipid agonist. It has a role as a G-protein-coupled receptor agonist and an apoptosis inhibitor. It is a benzoisoquinoline, an aryl sulfide and a member of benzoic acids. C1=CC=C(C(=C1)C(=O)O)SCCCN2C(=O)C3=CC=CC4=C3C(=CC=C4)C2=O